NC1=CC=C(C=C1)C(C(=O)N(C)C)O 2-(4-aminophenyl)-2-hydroxy-N,N-dimethylacetamide